O\N=C(/N)\[C@@H]1CN(CC12CN(C2)C(=O)OC(C)(C)C)C(=O)OCC=C (S,Z)-6-allyl 2-tert-butyl 8-(N'-hydroxycarbamimidoyl)-2,6-diazaspiro[3.4]octane-2,6-dicarboxylate